ClC(CCl)[Si](OCC)(OCC)OCC 1,2-dichloroethyl-triethoxysilane